[Cl-].[Cl-].[Cl-].[AsH3] arsine trichloride